NCCCC(=O)O 4-amInobutyric acid